ClC=1C=CC=C2C(C=C(OC12)C1=C(OCC(=O)N2[C@@H](CCC2)C(=O)NS(=O)(=O)C)C=C(C=C1)C)=O (2S)-1-[2-[2-(8-chloro-4-oxo-chromen-2-yl)-5-methyl-phenoxy]acetyl]-N-methylsulfonyl-pyrrolidine-2-carboxamide